O=C([C@H](O)[C@@H](O)[C@H](O)[C@H](O)CO)O.ClC=C chloroethylene gluconate